3-(5-(((2R,3S)-3-(((3,3-difluorocyclobutyl)methyl)amino)tetrahydro-2H-pyran-2-yl)methyl)-4-fluoro-1-oxoisoindolin-2-yl)piperidine-2,6-dione FC1(CC(C1)CN[C@@H]1[C@H](OCCC1)CC=1C(=C2CN(C(C2=CC1)=O)C1C(NC(CC1)=O)=O)F)F